1-methyl-4-(2-n-propyl)-1,4-cyclohexadiene CC1=CCC(=CC1)C(C)C